4-((2-oxa-5-azaspiro[3.5]nonan-5-ylsulfonyl)carbamoyl)-5-(dimethylamino)-2-fluorobenzoic acid C1OCC12N(CCCC2)S(=O)(=O)NC(=O)C2=CC(=C(C(=O)O)C=C2N(C)C)F